C(C)OC=1C=C(C=CC1OC)[C@@H](CS(=O)(=O)C)N1C(C2=CC(=CC(=C2C1=O)N)C#CCCC)=O (S)-2-[1-(3-ethoxy-4-methoxyphenyl)-2-methylsulfonyl-ethyl]-4-amino-6-[pent-1-ynyl]Isoindoline-1,3-dione